NCC(CN)(CN)CN 2,2-bis(aminomethyl)propane-1,3-diamine